(3R,5R,8R,9R,10S,13S,14S,17S)-N-(5-fluoropyridin-2-yl)-3-hydroxy-13-methyl-3-propylhexadecahydro-1H-cyclopenta[a]phenanthrene-17-carboxamide FC=1C=CC(=NC1)NC(=O)[C@H]1CC[C@H]2[C@@H]3CC[C@@H]4C[C@](CC[C@@H]4[C@H]3CC[C@]12C)(CCC)O